(2S,4R)-4-hydroxy-1-((S)-2-(3-(3-iodopropoxy)propanamido)-3,3-dimethylbutanoyl)-N-(4-(4-methylthiazol-5-yl)benzyl)pyrrolidine-2-carboxamide O[C@@H]1C[C@H](N(C1)C([C@H](C(C)(C)C)NC(CCOCCCI)=O)=O)C(=O)NCC1=CC=C(C=C1)C1=C(N=CS1)C